methyl (S)-2-(chloromethyl)-3-(oxetan-2-ylmethyl)-3H-imidazo[4,5-b]pyridine-5-carboxylate ClCC1=NC=2C(=NC(=CC2)C(=O)OC)N1C[C@H]1OCC1